N-(benzo[b]thiophen-7-ylmethyl)-2-(2,4,5-trimethoxyphenyl)-ethan-1-amine S1C2=C(C=C1)C=CC=C2CNCCC2=C(C=C(C(=C2)OC)OC)OC